(S)-tert-Butyl (3-(4-cyanophenyl)-1-oxo-1-((2-oxoazepan-3-yl)amino)propan-2-yl)carbamate C(#N)C1=CC=C(C=C1)C[C@@H](C(NC1C(NCCCC1)=O)=O)NC(OC(C)(C)C)=O